[(Z)-[amino-[5-(1-cyanocyclopropyl)-3-[(S)-ethylsulfinyl]-2-pyridyl]methylene] amino] 4-nitrobenzenesulfonate [N+](=O)([O-])C1=CC=C(C=C1)S(=O)(=O)O\N=C(\C1=NC=C(C=C1[S@@](=O)CC)C1(CC1)C#N)/N